1-(4-phenoxyphenyl)-3-phenyl-1,3,5-triazinane-2,4,6-trione O(C1=CC=CC=C1)C1=CC=C(C=C1)N1C(N(C(NC1=O)=O)C1=CC=CC=C1)=O